C1(=CC=CC=C1)COC(C1=CC=CC=C1)=O benzoic acid phenylmethylester